C(C)(C)(C)OC(=O)N1[C@H](CN(CC1)C1=NC(=CC=C1)OCC1=C(C=C(C=C1)C#N)F)C (S)-4-(6-((4-cyano-2-fluorobenzyl)oxy)pyridin-2-yl)-2-methylpiperazine-1-carboxylic acid tert-butyl ester